butyl 2-(2-(((benzyloxy)carbonyl)amino)-3-methoxy-3-oxoprop-1-en-1-yl)thiomorpholine-4-carboxylate C(C1=CC=CC=C1)OC(=O)NC(=CC1CN(CCS1)C(=O)OCCCC)C(=O)OC